N[C@@H](C)C(=O)[O-].OC(C)C=1NC=C[N+]1CCCC 1-hydroxyethyl-3-butylimidazolium alaninate